(1R)-2,2,2-trifluoro-1-[(2S)-1-methylpyrrolidin-2-yl]ethan-1-ol FC([C@H](O)[C@H]1N(CCC1)C)(F)F